(E)-4-(4-isopropyl-3-methoxystyryl)pyridazinebenzyl-2-(4-((6-aminopyridazin-3-yl)sulfonyl)piperazin-1-yl)-6-methylpyrimidine-4-carbonitrile C(C)(C)C1=C(C=C(/C=C/C2=C(N=NC=C2)C2=CC=CC=C2CC=2C(=NC(=NC2C)N2CCN(CC2)S(=O)(=O)C=2N=NC(=CC2)N)C#N)C=C1)OC